C(=O)N.[IH2+] iodonium formamidate